N=1C=NN2C1C=CC(=C2)C=2N(N=C1C(N(CCC12)C=1C=NN(C1)S(=O)(=O)C)=O)C1=NC(=CC=C1)C 3-([1,2,4]triazolo[1,5-a]pyridin-6-yl)-2-(6-methylpyridin-2-yl)-6-(1-(methylsulfonyl)-1H-pyrazol-4-yl)-5,6-dihydro-2H-pyrazolo[3,4-c]pyridin-7(4H)-one